2-([1,4]Dioxan-2-ylmethoxy)-9-(6-methoxy-pyridin-3-yl)-6,7-dihydro-pyrimido[6,1-a]isoquinolin-4-one O1C(COCC1)COC1=NC(N2C(C3=CC=C(C=C3CC2)C=2C=NC(=CC2)OC)=C1)=O